C(C)OC(CC(C1=CC(=C(C=C1)OC)F)C=1N(C=C(N1)Br)C)=O 3-(4-bromo-1-methyl-1H-imidazol-2-yl)-3-(3-fluoro-4-methoxyphenyl)-propionic acid ethyl ester